COC[C@H]1CCC2=CC=3CCCC3C(=C12)NC(=O)N=[S@@](=O)(N)C=1C=NN2C1O[C@@H](C2)C (S,2R)-N'-(((S)-3-(methoxymethyl)-1,2,3,5,6,7-hexahydro-s-indacen-4-yl)carbamoyl)-2-methyl-2,3-dihydropyrazolo[5,1-b]oxazole-7-sulfonimidamide